4-((4-hydroxybutyl)amino)-4-oxobutanoic acid OCCCCNC(CCC(=O)O)=O